N(=[N+]=[N-])CCCCCCNC1=CC=CC2=CC=CC=C12 N-(6-azidohexyl)naphthalen-1-amine